COC=1C=C2C(=NC(=NC2=CC1OCCCN1CCCC1)NCCOC)NC1=NNC(=C1)C 6-methoxy-N2-(2-methoxyethyl)-N4-(5-methyl-1H-pyrazol-3-yl)-7-(3-(pyrrolidin-1-yl)propoxy)quinazoline-2,4-diamine